[C@H]12CN(C[C@H](CC1)N2)C=2C1=C(N=C(N2)OC[C@]23CCCN3C[C@@H](C2)F)C(=C(N=C1)C=1C=C(C=C2C=CN=C(C12)OC)O)F 8-(4-((1R,5S)-3,8-diazabicyclo[3.2.1]octan-3-yl)-8-fluoro-2-(((2R,7aS)-2-fluorotetrahydro-1H-pyrrolizin-7a(5H)-yl)methoxy)pyrido[4,3-d]pyrimidin-7-yl)-1-methoxyisoquinolin-6-ol